2,4-dimethylbenzyl peroxide CC1=C(COOCC2=C(C=C(C=C2)C)C)C=CC(=C1)C